8-((1r,4r)-4-methylcyclohexyl)-2-(methylthio)-7-oxo-7,8-dihydropyrido[2,3-d]pyrimidine-6-carbonitrile CC1CCC(CC1)N1C(C(=CC2=C1N=C(N=C2)SC)C#N)=O